C(#N)C=1N(N=C2C(=CC=CC12)C1=C(C=CC=C1)O)[C@H]1C=C(C(=O)O)O[C@H]([C@@H]1NC(C(C)C)=O)[C@H](O)[C@H](O)CO 2,6-Anhydro-4-(3-cyano-7-(2-hydroxyphenyl)-2H-indazol-2-yl)-3,4,5-trideoxy-5-isobutyramido-D-glycero-D-galacto-non-2-enonic acid